N1(CN(CN(C1)CC(=CC=O)C(C(=O)N)Cl)CC(=CC=O)C(C(=O)N)Cl)CC(=CC=O)C(C(=O)N)Cl ((1,3,5-triazinane-1,3,5-triyl)tris(2-oxoethylideneethane-2,1-diyl))tris(2-chloroacetamide)